8-bromo-1-methyl-7-(3-methoxybenzyl)-3-methyl-3,7-dihydro-1H-Purine-2,6-dione BrC1=NC=2N(C(N(C(C2N1CC1=CC(=CC=C1)OC)=O)C)=O)C